C1(CC=CC1)O cyclopent-3-en-1-ol